CC(C)C1=CC=C(C=C1)C(=O)C p-isopropylacetophenone